2-((4-(3-(4-chloro-2-fluorophenyl)-4,4-difluorochromane-5-yl)piperidin-1-yl)methyl)-3-(((S)-oxetan-2-yl)methyl)-3H-imidazo[4,5-b]pyridine-5-carboxylic acid ClC1=CC(=C(C=C1)C1COC2=CC=CC(=C2C1(F)F)C1CCN(CC1)CC1=NC=2C(=NC(=CC2)C(=O)O)N1C[C@H]1OCC1)F